(S)-6-(1-amino-1,3-dihydrospiro[indene-2,4'-piperidine]-1'-yl)-3-(1-(3-hydroxy-2-methylphenyl)vinyl)-1H-pyrazole N[C@@H]1C2=CC=CC=C2CC12CCN(CC2)C2=CC=C(C(=C2C(=C)C2=NNC=C2)C)O